N1=CC=C(C=C1)/C=C/C(C)=O (e)-4-(pyridin-4-yl)but-3-en-2-one